1-(5-chloropyrazin-2-yl)ethylene ClC=1N=CC(=NC1)C=C